NC(CO)(CO)CO.C(C1=CC=CC=C1)(=O)O benzoic acid tromethamine salt